Trimethylsilyl-2,3-dichloro-2,3-difluoropropionate C[Si](C)(C)OC(C(C(F)Cl)(F)Cl)=O